C[C@]12CC[C@H]3[C@H]([C@@H]1CC(=O)[C@@H]2O)CCC4=C3C=CC(=C4)O 16-ketoestradiol